FC(C(=O)CCC(F)(F)F)(F)F (trifluoroacetyl)-2-(trifluoromethyl)ethane